FC(CS(=O)(=O)N)(F)F 2,2,2-trifluoroethanesulfonamide